C12COCC(CC1)N2C2=NC(=NC(=N2)N2CCOCC2)C2=CC=C(C=C2)NC(=O)NC=2C=C1C(OC(C1=CC2)=O)C(C)C 1-(4-(4-(3-oxa-8-azabicyclo[3.2.1]octan-8-yl)-6-morpholino-1,3,5-triazin-2-yl)phenyl)-3-(3-isopropyl-1-oxo-1,3-dihydroisobenzofuran-5-yl)urea